N,5-bis(4-chlorophenyl)-N-methyloxazole-2-carboxamide ClC1=CC=C(C=C1)N(C(=O)C=1OC(=CN1)C1=CC=C(C=C1)Cl)C